N-((5-chloro-6-(imidazo[1,2-a]pyridin-2-ylmethoxy)-1H-indol-2-yl)methyl)-1-methylcyclopropane-1-carboxamide ClC=1C=C2C=C(NC2=CC1OCC=1N=C2N(C=CC=C2)C1)CNC(=O)C1(CC1)C